FC=1C=C(C=C(C1)F)C1CC=NN1C(=O)C12CC(C1)(C2)CO (5-(3,5-Difluorophenyl)-4,5-dihydro-1H-pyrazol-1-yl)(3-(hydroxymethyl)bicyclo[1.1.1]pent-1-yl)methanone